3-(1-(2,2-Difluoroethyl)-1H-pyrazol-4-yl)-5-fluorobenzonitrile FC(CN1N=CC(=C1)C=1C=C(C#N)C=C(C1)F)F